N(N=C1SC2=C(N1CC)C=CC(=C2)S(=O)(=O)O)=C2SC1=C(N2CC)C=CC(=C1)S(=O)(=O)O 2,2'-Azino-bis(3-ethyl-benzothiazoline-6-sulfonic acid)